4-isopropyl-1-methyl-2-(phenylselanyl)cyclohexan-1-ol C(C)(C)C1CC(C(CC1)(O)C)[Se]C1=CC=CC=C1